Methyl-(5S)-2-{[3-chloro-5-(trifluoromethyl)pyridin-2-yl]methyl}-3-oxo-2,3,5,6,7,8-hexahydro[1,2,4]triazolo[4,3-a]pyridine-5-carboxylate COC(=O)[C@@H]1CCCC=2N1C(N(N2)CC2=NC=C(C=C2Cl)C(F)(F)F)=O